4-{[2-Amino-4-(butoxyamino)-5H-pyrrolo[3,2-d]pyrimidin-5-yl]methyl}-3-methoxybenzamide NC=1N=C(C2=C(N1)C=CN2CC2=C(C=C(C(=O)N)C=C2)OC)NOCCCC